CC1=C(C=CC=C1C)N1CCN(CC1)C(CN1N=C(C2=C1C[C@@H]1[C@H]2C1)C(=O)N1CCC(CC1)NC(=O)C1CC1)=O N-{1-[(3bR,4aR)-1-{2-[4-(2,3-Dimethylphenyl)piperazin-1-yl]-2-oxoethyl}-3b,4,4a,5-tetrahydro-1H-cyclopropa[3,4]cyclopenta[1,2-c]pyrazol-3-carbonyl]piperidin-4-yl}cyclopropancarboxamid